N-(6-(4-((R)-2,2-difluoro-1-hydroxyethyl)piperidin-1-yl)-2-((R)-2-fluoro-3-hydroxy-3-methylbutyl)-1-oxoisoindolin-5-yl)pyrazolo[1,5-a]pyrimidine-3-carboxamide FC([C@H](O)C1CCN(CC1)C1=C(C=C2CN(C(C2=C1)=O)C[C@H](C(C)(C)O)F)NC(=O)C=1C=NN2C1N=CC=C2)F